C(CCCCCCC)N(C(N(CCCCCCCC)CCCCCCCC)=O)CCCCCCCC tetraoctyl-urea